5-(trifluoromethoxy)nicotinamide FC(OC=1C=NC=C(C(=O)N)C1)(F)F